C(CCC)OC1=CSC(=C1)C1=NC=NC(=C1)NCCN1C(=CC2=C(C=C(C=C12)F)OC)C 3-Butoxy-5-{6-[2-(6-fluoro-4-methoxy-2-methyl-indol-1-yl)-ethylamino]-pyrimidin-4-yl}-thiophen